ClC1=C2C(=NC(=C1)Cl)N(N=C2)[C@@H]2O[C@@H]([C@H]1OC3(O[C@H]12)CCCC3)C=O (3a'R,4'R,6'S,6a'S)-4'-(4,6-dichloro-1H-pyrazolo[3,4-b]pyridin-1-yl)tetrahydrospiro[cyclopentane-1,2'-furo[3,4-d][1,3]dioxole]-6'-carbaldehyde